FC1=CC=CC=2C(=N[C@@H](C(NC21)=O)NC(=O)C=2C(=NN1C2N=CC=C1)C=1C=NC(=CC1)NC(C)C)C1=CC=CC=C1 N-[(3S)-9-Fluoro-2-oxo-5-phenyl-1,3-dihydro-1,4-benzodi-azepin-3-yl]-2-[6-(propan-2-ylamino)-pyridin-3-yl]pyrazolo-[1,5-a]pyrimidine-3-carboxamide